O=C1NC(CCC1N1C(N(C2=C1C=CC=C2C#CCCCCC(=O)O)C)=O)=O 7-[1-(2,6-dioxopiperidin-3-yl)-3-methyl-2-oxo-1,3-benzodiazol-4-yl]hept-6-ynoic acid